ClC=1C=C(C=CC1C(F)(F)F)NC(=O)N1C2CC3=C(N=CN=C3)C1CC2 (5R,8S)-N-(3-chloro-4-(trifluoromethyl)phenyl)-6,7,8,9-tetrahydro-5H-6,9-epimino-cyclohepta[d]pyrimidine-10-carboxamide